(S)-3-(((S)-2,3-Dihydro-1H-Inden-1-Yl)Amino)-5-(3-Iodophenyl)-1-(4-(Trifluoromethyl)Phenyl)-1,5-Dihydro-2H-Pyrrol-2-One [C@@H]1(CCC2=CC=CC=C12)NC=1C(N([C@@H](C1)C1=CC(=CC=C1)I)C1=CC=C(C=C1)C(F)(F)F)=O